4,11-dioxatetradecane-1,14-diamine C(CCOCCCCCCOCCCN)N